7-fluoro-5-methyl-4-(1-methyl-1H-1,2,4-triazol-3-yl)-2-((2-(trifluoromethyl)pyrrolidin-1-yl)sulfonyl)-1H-indole FC=1C=C(C(=C2C=C(NC12)S(=O)(=O)N1C(CCC1)C(F)(F)F)C1=NN(C=N1)C)C